BrC=1C=C(C=CC1)C1(C2=C(NC=3N=CC(=CC13)C(F)(F)F)CC(CC2=O)(C)C)C 5-(3-bromophenyl)-5,8,8-trimethyl-3-(trifluoromethyl)-7,8,9,10-tetrahydrobenzo[b][1,8]naphthyridin-6(5H)-one